5-(bromomethyl)-3-(4-trifluoromethylphenyl)-1,2,4-oxadiazole BrCC1=NC(=NO1)C1=CC=C(C=C1)C(F)(F)F